2-(3-Bromo-5-iodobenzoyl)cyclopentane-1-one BrC=1C=C(C(=O)C2C(CCC2)=O)C=C(C1)I